4-(2-(allylamino)-2-oxoacetyl)-N-(3,4-difluorophenyl)-1-methyl-1H-pyrrole-2-carboxamide C(C=C)NC(C(=O)C=1C=C(N(C1)C)C(=O)NC1=CC(=C(C=C1)F)F)=O